C1(CC1)CNC(=O)C1=NN2C(N(C3=C(C2=O)CN(C3=O)[C@H](COC)C)CC(=O)NC3=NC=C(C=C3)F)=C1 N-(cyclopropylmethyl)-4-{2-[(5-fluoropyridin-2-yl)amino]-2-oxoethyl}-6-[(2S)-1-methoxypropan-2-yl]-5,8-dioxo-5,6,7,8-tetrahydro-4H-pyrazolo[1,5-a]pyrrolo[3,4-d]pyrimidine-2-carboxamide